(S)-5-(4-(Methyl((tetrahydrofuran-2-yl)methyl)amino)isoindolin-2-yl)-4-(trifluoromethyl)pyridazin-3(2H)-one CN(C1=C2CN(CC2=CC=C1)C1=C(C(NN=C1)=O)C(F)(F)F)C[C@H]1OCCC1